BIS(2-ETHYLHEXYL)-TEREPHTHALAT C(C)C(COC(C1=CC=C(C(=O)OCC(CCCC)CC)C=C1)=O)CCCC